C[C@H]1O[C@H](CN(C1)C1=CC=C(C(=N1)C)C1(CC2(C1)CC(C2)NC)N)C 2-(6-((2R,6S)-2,6-dimethylmorpholino)-2-methylpyridin-3-yl)-N6-methylspiro[3.3]heptane-2,6-diamine